C1(=CC=CC=C1)C(CCC1OC(OC1)C1=CC=CC=C1)=O 1-phenyl-3-(2-phenyl-1,3-dioxolan-4-yl)propan-1-one